5-(3-hydroxypropyl)-1-(4-(methylsulfonyl)phenyl)-3-(pyrimidin-5-yl)pyrazin-2(1H)-one OCCCC=1N=C(C(N(C1)C1=CC=C(C=C1)S(=O)(=O)C)=O)C=1C=NC=NC1